C(N)(=O)C1=[N+](C=CC(=C1)C1CN(CCC1(F)F)C(C(=O)NC1=NC=C(C=C1)OC1=C(C=C(C=C1)F)F)C)[O-] 2-carbamoyl-4-(1-(1-((5-(2,4-difluorophenoxy)pyridin-2-yl)amino)-1-oxopropan-2-yl)-4,4-difluoropiperidin-3-yl)pyridine 1-oxide